N1(CCCCC1)C(=O)C=1C=C2C(=NC1)N(C=C2)C=2C=C(C=O)C=CC2 3-(5-(piperidine-1-carbonyl)-1H-pyrrolo[2,3-b]pyridin-1-yl)benzaldehyde